2-chloro-4-phenyldibenzo[b,d]thiophene ClC1=CC2=C(SC3=C2C=CC=C3)C(=C1)C1=CC=CC=C1